N-(methylsulfonyl)aminotetrahydrothiophene-1,1-dioxide CS(=O)(=O)NC1S(CCC1)(=O)=O